BrC=1C(=NC(=NC1)Cl)NC1=C(C2=C(OCCO2)C=C1)P(C)(C)=O (6-((5-bromo-2-chloropyrimidine-4-yl)amino)-2,3-dihydrobenzo[b][1,4]dioxin-5-yl)dimethylphosphine oxide